C(CC)N1C(C=2C(C1=O)=CC(=CC2)[N+](=O)[O-])=O N-propyl-4-nitro-phthalimide